N1(C=CC=C1)C=1C=C(C=CC1)C1=C(C(=NC(=C1C#N)OC)N)C#N 4-(3-(1H-pyrrol-1-yl)phenyl)-2-amino-6-methoxypyridine-3,5-dicarbonitrile